4-(4-chlorophenyl)-2-methyl-3-(methylthio)-1-tolyl-1H-pyrrole ClC1=CC=C(C=C1)C=1C(=C(N(C1)C1=C(C=CC=C1)C)C)SC